C(C)(=O)ON(CCN(OC(C)=O)OC(C)=O)OC(C)=O.[Cu].[Na].[Na] Disodium copper ethylenediamine tetraacetate